(S)-(+)-1-indenol [C@@H]1(C=CC2=CC=CC=C12)O